hexahydropyrazino[2,1-c][1,4]oxazin-3(4H)-one C1OC(CN2C1CNCC2)=O